Cl.NC1=C(C=C(OC2=CC=NC=3NC(C=NC32)=O)C=C1)OC 8-(4-amino-3-methoxyphenoxy)pyrido[2,3-b]pyrazin-3(4H)-one hydrochloride